3-(5-(1-(2-methylbenzyl)piperidin-4-yl)-1-oxoisoindolin-2-yl)piperidine-2,6-dione CC1=C(CN2CCC(CC2)C=2C=C3CN(C(C3=CC2)=O)C2C(NC(CC2)=O)=O)C=CC=C1